CN(CCN(C)CC1=C(C(=CC(=C1)CC)OC)OCCCCCCCCCCCC)C N,N-dimethyl-N'-(2-dodecyloxy-5-ethyl-3-methoxybenzyl)-N'-methylethan-1,2-diamine